CC1=CC(=NC(=C1)S(=O)(=O)C)NC1=CC(=NC=C1C1=NN2C(N=CC=C2)=C1)NC(C)=O N-(4-((4-methyl-6-(methylsulfonyl)pyridin-2-yl)amino)-5-(pyrazolo[1,5-a]pyrimidin-2-yl)pyridin-2-yl)acetamide